C(C)(C)(C)OC(=O)N1CC(C1)C(=O)O N-(tert-butoxycarbonyl)-azetidine-3-carboxylic acid